2-((3-fluoro-4-methoxybenzyl)oxy)-4-((4-methoxybenzyl)oxy)-5-(4-(trifluoromethyl)-1H-pyrrol-2-yl)pyridine sodium [Na].FC=1C=C(COC2=NC=C(C(=C2)OCC2=CC=C(C=C2)OC)C=2NC=C(C2)C(F)(F)F)C=CC1OC